5-[4-({5-[(7R)-7-amino-2-azabicyclo[2.2.1]heptane-2-carbonyl]-2-[1-(cyclopropylmethyl)-1H-indol-2-yl]-7-methoxy-1H-1,3-benzodiazol-1-yl}methyl)-1H-pyrazol-1-yl]-3-fluoropyridin-2-ol N[C@H]1C2N(CC1CC2)C(=O)C2=CC1=C(N(C(=N1)C=1N(C3=CC=CC=C3C1)CC1CC1)CC=1C=NN(C1)C=1C=C(C(=NC1)O)F)C(=C2)OC